tert-butyl ((1S,3S,4S)-4-(dimethylamino)-3-hydroxycyclohexyl)carbamate CN([C@@H]1[C@H](C[C@H](CC1)NC(OC(C)(C)C)=O)O)C